rac-Tert-butyl (1R,5R,6S)-5-((1-oxo-1,3-dihydroisobenzofuran-5-yl)oxy)-3-azabicyclo[4.1.0]heptane-3-carboxylate O=C1OCC2=CC(=CC=C12)O[C@H]1CN(C[C@@H]2C[C@H]12)C(=O)OC(C)(C)C |r|